C1=C(C=CC2=CC=CC=C12)S(=O)(=O)C(=[N+]=[N-])S(=O)(=O)C1=CC2=CC=CC=C2C=C1 bis(2-naphthylsulfonyl)diazomethane